NC=1C=C(C=CC1O)C1(C2=CC=CC=C2C=2C=CC=CC12)C1=CC(=C(C=C1)O)N 9,9-bis[3-amino-4-hydroxyphenyl]fluorene